N[C@H]1CCC[C@H](C(NC=2C=NN(C2C=2C=C(C=C1C2)F)C)=O)C (9R,13S)-13-amino-16-fluoro-3,9-dimethyl-3,4,7-triazatricyclo[12.3.1.02,6]octadeca-1(18),2(6),4,14,16-pentaen-8-one